7-((1-((3-aminophenyl)sulfonyl)piperidin-4-yl)methyl)-2,7-diazaspiro[3.5]nonane NC=1C=C(C=CC1)S(=O)(=O)N1CCC(CC1)CN1CCC2(CNC2)CC1